ClC1=CC(=C(C=C1)C1=NOC(=C1C(O)C=1C=NC=CC1)C1=C(C=C(C=C1)F)F)F (αR)-[3-(4-chloro-2-fluorophenyl)-5-(2,4-difluorophenyl)isoxazol-4-yl]pyrid-3-ylmethanol